(ethoxy)carbon C(C)O[C]